COC(C1=C(N=C(C=C1C)N1CC(N(CC1)C(=O)C1=CC=C2C(=N1)C(CN2C2=CC(=CC=C2)F)(C)C)(C)C)C)=O 6-(4-(1-(3-fluorophenyl)-3,3-dimethyl-2,3-dihydro-1H-pyrrolo[3,2-b]pyridine-5-carbonyl)-3,3-dimethylpiperazin-1-yl)-2,4-dimethylnicotinic acid methyl ester